(S)-7-((S)-1-(1H-1,2,4-triazole-1-carbonyl)piperidin-2-yl)-2-(4-phenoxyphenyl)-4,5,6,7-tetrahydropyrazolo[1,5-a]pyrimidine-3-carboxamide N1(N=CN=C1)C(=O)N1[C@@H](CCCC1)[C@@H]1CCNC=2N1N=C(C2C(=O)N)C2=CC=C(C=C2)OC2=CC=CC=C2